(R)-ethyl 3-piperidinecarboxylate N1C[C@@H](CCC1)C(=O)OCC